CC1(CC(CC1=O)(C(=O)OCC)C(=O)OCC)C diethyl 3,3-dimethyl-4-oxocyclopentane-1,1-dicarboxylate